2-hydroxy-4,6-diphenyl-1,3,5-triazine OC1=NC(=NC(=N1)C1=CC=CC=C1)C1=CC=CC=C1